ClC1=CC2=C(NC(=N2)CNC=2C=3N(N=C(C2)N2CCC(CC2)C(CO)=O)C(=CN3)C(F)(F)F)C=C1Cl 1-(1-(8-(((5,6-Dichloro-1H-Benzo[d]imidazol-2-yl)methyl)amino)-3-(trifluoromethyl)imidazo[1,2-b]pyridazin-6-yl)piperidin-4-yl)-2-hydroxyethan-1-one